ClC1=NC(=NC(=N1)Cl)C1=CC(=CC=C1)C1=CC=CC2=CC=CC=C12 2,4-dichloro-6-(3-(naphthalene-1-yl)phenyl)-1,3,5-triazine